[1,3]dioxazolo[4,5-c]pyrrole O1NOC=2C1=CNC2